methyl 2-amino-2-[(3R)-quinuclidin-3-yl]acetate NC(C(=O)OC)[C@H]1CN2CCC1CC2